ClC=1C=C(C=CC1F)NC(N(CCCO)[C@H](C)C1=CNC(C2=C(C(=CC=C12)F)F)=O)=O (R)-3-(3-chloro-4-fluorophenyl)-1-(1-(7,8-difluoro-1-oxo-1,2-dihydroisoquinolin-4-yl)ethyl)-1-(3-hydroxypropyl)urea